N1(N=CC=C1)C=1C=C(OC2CCN(CC2)C(=O)OC(C)(C)C)C=C(C1)C(F)(F)F tert-Butyl 4-[3-pyrazol-1-yl-5-(trifluoromethyl)phenoxy]piperidine-1-carboxylate